4-((4-(2-(tert-butyl)-4-(3-((2,6-difluorophenyl)sulfonamido)-2-fluorophenyl)thiazol-5-yl)pyrimidin-2-yl)amino)butanoic acid C(C)(C)(C)C=1SC(=C(N1)C1=C(C(=CC=C1)NS(=O)(=O)C1=C(C=CC=C1F)F)F)C1=NC(=NC=C1)NCCCC(=O)O